N-[(1S)-2-(cyclopropylamino)-1-(hydroxymethyl)-2-oxo-ethyl]carbamic acid tert-butyl ester C(C)(C)(C)OC(N[C@H](C(=O)NC1CC1)CO)=O